ClC1=C2C(=C(N(C2=CC=C1)C)C(=O)N[C@@]1(COCC1)C1=CC(=CC=C1)C#N)Cl |r| (±)-Dichloro-N-[3-(3-cyanophenyl)tetrahydrofuran-3-yl]-1-methyl-indole-2-carboxamide